thioallose S=C[C@H](O)[C@H](O)[C@H](O)[C@H](O)CO